NC=1C2=C(N=CN1)N(C=C2)[C@@H]2[C@@H]1[C@]([C@@H]3[C@H]2OC(O3)(C)C)(C1)CCC1=CC=C3C=C(C(=NC3=C1)N)OC 7-(2-((3aR,3bR,4aS,5R,5aS)-5-(4-Amino-7H-pyrrolo[2,3-d]pyrimidin-7-yl)-2,2-dimethyltetrahydrocyclopropa[3,4]cyclopenta[1,2-d][1,3]dioxol-3b(3aH)-yl)ethyl)-3-methoxyquinolin-2-amine